[N+](=[N-])=CC(CC[C@@H](C(=O)OC(C)C)NC([C@H](CC1=CNC2=CC(=CC=C12)C)OC)=O)=O isopropyl (S)-6-diazo-2-((S)-2-methoxy-3-(6-methyl-1H-indol-3-yl)propanamido)-5-oxohexanoate